Mercapto-ethanesulfonic acid sodium salt [Na+].SC(C)S(=O)(=O)[O-]